N1=CC(=CC=C1)CCN (R)-3-pyridylethylamine